2-(4-acetyl-1,4-diazepan-1-yl)-5-hydroxy-N-(isoxazol-4-yl)-1-methyl-6-oxo-1,6-dihydropyrimidine-4-carboxamide C(C)(=O)N1CCN(CCC1)C=1N(C(C(=C(N1)C(=O)NC=1C=NOC1)O)=O)C